Tert-butyl (2R,3S)-2,3-diaminobutanoate N[C@@H](C(=O)OC(C)(C)C)[C@H](C)N